N-Allyl-6-(1-(3-chloropyridin-2-yl)-3-(2,2,2-trifluoroethoxy)-1H-pyrazol-5-carboxamido)-5-methylpyrazolo[1,5-a]pyridin-7-carboxamid C(C=C)NC(=O)C1=C(C(=CC=2N1N=CC2)C)NC(=O)C2=CC(=NN2C2=NC=CC=C2Cl)OCC(F)(F)F